N-tert-Butyl-α-Phenylnitrone CC(C)(C)[N+](=CC1=CC=CC=C1)[O-]